2-(4-(1-(1-propenoylpyrrolidin-3-yl)-5-aminoimidazo[1,5-c]pyrimidin-3-yl)phenoxy)nicotinonitrile C(C=C)(=O)N1CC(CC1)C=1N=C(N2C(=NC=CC21)N)C2=CC=C(OC1=C(C#N)C=CC=N1)C=C2